C(C)C=1[N+](CCN1)(CCCCCCCCCCCCCCCCC)CC Diethyl-heptadecyl-imidazolinium